C(CCC)OC(C(=O)O)C(C=O)(C)C Butoxy-3,3-dimethyl-4-oxobutanoic acid